C1(CCCC1)NC1=CC=C(C=C1)[C@@H]1N(CCC[C@@H]1C(=O)NC1=CC(=C(C=C1)C)C(F)(F)F)S(=O)(=O)C1=C(C=CC=C1)S(=O)(=O)C (2R,3S)-2-(4-(cyclopentylamino)phenyl)-N-(4-methyl-3-(trifluoro-methyl)phenyl)-1-((2-(methylsulfonyl)phenyl)sulfonyl)piperidine-3-carboxamide